COCCN1C(CC1)COC=1C=CC(=C(C(=O)NC2(CC2)C2=CC=CC3=CC=CC=C23)C1)C 5-((1-(2-Methoxyethyl)azetidin-2-yl)methoxy)-2-methyl-N-(1-(naphthalen-1-yl)cyclopropyl)benzamide